FC(C(=O)O)(F)F.FC(C(=O)O)(F)F.C1(=C(C=CC=C1)CC1CC(NC1)C(=O)N[C@H](C(=O)NCC=1C(=NC(=CC1)N)C)C)C1=CC=CC=C1 4-([1,1'-biphenyl]-2-ylmethyl)-N-((S)-1-(((6-amino-2-methylpyridin-3-yl)methyl)amino)-1-oxopropan-2-yl)pyrrolidine-2-carboxamide di-trifluoroacetate